C(C)O[Si](OCC)(OCC)NCCC triethoxysilyl-1-propylamine